isopropyl (R)-2-(((benzyloxy)carbonyl)amino)-2-(2-cyclopropylquinolin-6-yl)-4,4-dimethylpentanoate C(C1=CC=CC=C1)OC(=O)N[C@](C(=O)OC(C)C)(CC(C)(C)C)C=1C=C2C=CC(=NC2=CC1)C1CC1